CCCCCCCCCCCCCCCCCCC(=O)O[C@H](COC(=O)CCCCCCCCC/C=C\CCCCCCCC)COP(=O)(O)OC[C@@H](C(=O)O)N 1-(11Z-eicosenoyl)-2-nonadecanoyl-glycero-3-phosphoserine